C(#N)C1(CC1)NS(=O)(=O)C=1C=C2C(=NC(=NC2=C(C1)N1CCN(CC1)C(CC)=O)C)C=1SC(=NN1)C(F)F N-(1-cyanocyclopropyl)-4-(5-(difluoromethyl)-1,3,4-thiadiazol-2-yl)-2-methyl-8-(4-propionylpiperazin-1-yl)quinazoline-6-sulfonamide